N=1N(N=C2C1C=CC=C2)C=2C=C(C=C(C2O)C(C)(C)C)C(C(=O)O)C [3-(2H-benzotriazol-2-yl)-4-hydroxy-5-t-butylphenyl]propanoic acid